(3R,4R)-4-{[7-(5-methylpyridin-2-yl)pyrrolo[2,1-f][1,2,4]triazin-2-yl]amino}-1-(oxetan-3-carbonyl)piperidin-3-ol CC=1C=CC(=NC1)C1=CC=C2C=NC(=NN21)N[C@H]2[C@@H](CN(CC2)C(=O)C2COC2)O